ClC1=NC=C(C(=N1)Cl)CNC1=CC(=CC(=C1)OC)OC N-((2,4-dichloropyrimidin-5-yl)methyl)-3,5-dimethoxyaniline